1-[4-(benzylsulfonyl)-2-nitrophenyl]-4-methylpiperazine C(C1=CC=CC=C1)S(=O)(=O)C1=CC(=C(C=C1)N1CCN(CC1)C)[N+](=O)[O-]